C(CCCCCCCCCCC)S(=O)(=O)[O-].[Mg+2].C(CCCCCCCCCCC)S(=O)(=O)[O-] magnesium lauryl-sulphonate